(12RS,13RS)-12,13-dihydroxyoxacyclohexadecan-2-one O[C@@H]1CCCCCCCCCC(OCCC[C@H]1O)=O |r|